Cl.FC1=C(C=C(OC2CC(C2)NCC=2C=CC=C3C=NC=NC23)C=C1)C(F)(F)F (1r,3r)-3-(4-fluoro-3-(trifluoromethyl)phenoxy)-N-(quinazolin-8-ylmethyl)cyclobutan-1-amine hydrochloride